N1N=CC(=C1)CCNC(=O)C=1C=C(C2=C([C@](CO2)(C2=CC=CC=C2)CC)C1)C(=O)NC |r| (+/-)-N5-(2-(1H-pyrazol-4-yl)ethyl)-3-ethyl-N7-methyl-3-phenyl-2,3-dihydrobenzofuran-5,7-dicarboxamide